4,5-dihydro-3-methyl-1-(2,4-dichloro-5-aminophenyl)-4-difluoromethyl-1,2,4-triazole-5(1H)-one CC1=NN(C(N1C(F)F)=O)C1=C(C=C(C(=C1)N)Cl)Cl